OCCCCCOC(CCCCCCCCC)=O 1,7-dioxaheptadecan-8-one